1-bromo-4-chloropyridine BrN1CC=C(C=C1)Cl